C1(=CC=CC=C1)N(C(O)=O)C1=CC=C(C=C1)C=1SC(=CN1)C1=CC=CC=C1.FC1=C(C=CC=C1)C1=CC(=CN1)S(=O)(=O)NC1=NC=C(C=C1OC)C(F)(F)F 5-(2-fluorophenyl)-N-[3-methoxy-5-(trifluoromethyl)pyridin-2-yl]-1H-pyrrole-3-sulfonamide phenyl-(4-(5-phenylthiazol-2-yl)phenyl)carbamate